(2,6-dichloro-5-methoxypyrimidin-4-yl)morpholine ClC1=NC(=C(C(=N1)N1CCOCC1)OC)Cl